(5R,8S)-1-fluoro-N-(4-(oxazol-5-yl)phenyl)-6,7,8,9-tetrahydro-5H-5,8-epiminocyclohepta[c]pyridine-10-carboxamide FC1=NC=CC2=C1C[C@@H]1CC[C@H]2N1C(=O)NC1=CC=C(C=C1)C1=CN=CO1